4-(2,2,4-trimethyl-4-chromanyl)phenol CC1(OC2=CC=CC=C2C(C1)(C)C1=CC=C(C=C1)O)C